7-(methoxymethyl)-2,2-dimethyl-3-vinyl-2H-chromene COCC1=CC=C2C=C(C(OC2=C1)(C)C)C=C